(S)-5-(2-((3-(4-(5-cyclopropylpyrimidin-2-yl)piperazin-1-yl)-3-oxopropoxy)methyl)pyrrolidin-1-yl)-4-(trifluoromethyl)pyridazin-3(2H)-one C1(CC1)C=1C=NC(=NC1)N1CCN(CC1)C(CCOC[C@H]1N(CCC1)C1=C(C(NN=C1)=O)C(F)(F)F)=O